CN1C(OC2=C1C=CC(=C2)N2C(CN(CC2)C(=O)OC(C)(C)C)=O)=O tert-Butyl 4-(3-methyl-2-oxo-1,3-benzoxazol-6-yl)-3-oxo-piperazine-1-carboxylate